11-methoxy-7,9,11,13,15,15-hexamethyl-3-(methylsulfonyl)-17-oxa-3,7-diazaspiro[5.12]octadecane-14,16-dione COC1(CC(CN(C2(CCN(CC2)S(=O)(=O)C)COC(C(C(C(C1)C)=O)(C)C)=O)C)C)C